3-(5-(4-((3-(4-chlorophenyl)azetidin-1-yl)methyl)pyridin-2-yl)-1-oxoisoindolin-2-yl)piperidine-2,6-dione ClC1=CC=C(C=C1)C1CN(C1)CC1=CC(=NC=C1)C=1C=C2CN(C(C2=CC1)=O)C1C(NC(CC1)=O)=O